CN1C[C@@H]2[C@H](C1)CCN2C2=C(C=NC=1NC3=C(C=C(C(=C3C12)Cl)Cl)NC)C=1C=C2C(C(=CN(C2=NC1)C)C(=O)O)=O 6-[4-[cis-5-methyl-2,3,3a,4,6,6a-hexahydropyrrolo[2,3-c]pyrrol-1-yl]-5,6-dichloro-8-(methylamino)-9H-pyrido[2,3-b]indol-3-yl]-1-methyl-4-oxo-1,8-naphthyridine-3-carboxylic acid